CC1=C(C(=NN1)C#N)C1=CC=C(C2=C1N=CS2)C 5-methyl-4-(7-methyl-1,3-benzothiazol-4-yl)-1H-pyrazole-3-carbonitrile